FC=1C=C(C=CC1C)C1(CN(CC1)C(=O)NC1=C(C=CC(=C1)C(F)(F)F)OC)C1=NC=NS1 3-(3-fluoro-4-methylphenyl)-N-(2-methoxy-5-(trifluoromethyl)phenyl)-3-(1,2,4-thiadiazol-5-yl)pyrrolidine-1-carboxamide